3-(2,5-dioxo-3-{[(E)-N-[(1-phenyl-ethyl)imino]carbamimidoyl]sulfanyl}pyrrolidin-1-yl)benzoic acid O=C1N(C(CC1S/C(/N=NC(C)C1=CC=CC=C1)=N/[H])=O)C=1C=C(C(=O)O)C=CC1